[Li+].C(C)(C)C1=C([NH3+])C(=CC=C1)C(C)C 2,6-diisopropylanilinium lithium